NCCN(C(OC(C)(C)C)=O)CC1=C(C(=CC=C1N1CN(C(C2=CC(=C(C=C12)C(F)(F)F)F)=O)C=1C(=NC(=CC1)OC)Br)F)F tert-butyl (2-aminoethyl)(6-(3-(2-bromo-6-methoxypyridin-3-yl)-6-fluoro-4-oxo-7-(trifluoro-methyl)-3,4-dihydroquinazolin-1(2H)-yl)-2,3-difluorobenzyl)carbamate